6-(4-ethoxy-2,3,5,6-tetrafluorophenyl)-2,2,7-trifluoro-4-(4-methoxybenzyl)-2H-benzo[b][1,4]oxazin-3(4H)-one C(C)OC1=C(C(=C(C(=C1F)F)C1=CC2=C(OC(C(N2CC2=CC=C(C=C2)OC)=O)(F)F)C=C1F)F)F